(2s,3s)-2-hydroxy-3-nitro-4-phenylbutyric acid O[C@H](C(=O)O)[C@H](CC1=CC=CC=C1)[N+](=O)[O-]